C(#N)N1C[C@@H](CC1)N(C(=O)C=1C=C2CCN(C2=CC1)C1=NC=CC(=N1)C1CC1)C (R)-N-(1-cyanopyrrolidin-3-yl)-1-(4-cyclopropylpyrimidin-2-yl)-N-methylindoline-5-carboxamide